2-methylbenzene-1,4-diamine sulfate S(=O)(=O)(O)O.CC1=C(C=CC(=C1)N)N